ClC1=CC2=CC=CC(=C2C=C1)Cl 2,5-dichloronaphthalene